(2S,3R)-3-cyclopropyl-3-((S or R)-2-(2'-fluoro-5'-methoxy-[1,1'-biphenyl]-4-yl)-1-methyl-1,2,3,4-tetrahydro-quinolin-7-yl)-2-methylpropanoic acid C1(CC1)[C@H]([C@@H](C(=O)O)C)C1=CC=C2CC[C@H](N(C2=C1)C)C1=CC=C(C=C1)C1=C(C=CC(=C1)OC)F |o1:15|